FC=1C=C(C=C(C1)F)C1CC=NN1C(=O)C12CC(C1)(C2)CN2N=C1C=CC=C(C1=C2)F (5-(3,5-Difluorophenyl)-4,5-dihydro-1H-pyrazol-1-yl)(3-((4-fluoro-2H-indazol-2-yl)methyl)bicyclo[1.1.1]pent-1-yl)methanone